CC1=CC=C(O1)CC1=C(C(=O)N)C=CC=C1NC1=NC=C(C=N1)C1=C(C=CC=C1)C(F)(F)F [(5-methylfuran-2-yl)methyl]-3-({5-[2-(trifluoromethyl)phenyl]pyrimidin-2-yl}amino)benzamide